FC1=C(OCC2=CC=CC(=N2)CN)C=CC=C1 (6-((2-fluorophenoxy)methyl)pyridin-2-yl)methanamine